(S)-7-fluoro-3'-(tetrahydro-2H-pyran-4-yl)-2,3,5',8'-tetrahydro-1'H-spiro[indene-1,7'-pyrido[2,3-d]pyrimidine]-2',4'(3'H,6'H)-dione FC=1C=CC=C2CC[C@]3(CCC4=C(NC(N(C4=O)C4CCOCC4)=O)N3)C12